(R)-3-(4-chlorophenyl)-1-(4-((5R,7R)-7-hydroxy-5-methyl-6,7-dihydro-5H-cyclopenta[d]pyrimidin-4-yl)piperazin-1-yl)-2-(2-(tetrahydro-2H-pyran-4-yl)ethylamino)propan-1-one ClC1=CC=C(C=C1)C[C@H](C(=O)N1CCN(CC1)C=1C2=C(N=CN1)[C@@H](C[C@H]2C)O)NCCC2CCOCC2